methoxy-6-(3-(4-(hydroxymethyl)phenoxy)azetidin-1-yl)-[1,1'-biphenyl]-2-formic acid COC1=C(C(=C(C=C1)N1CC(C1)OC1=CC=C(C=C1)CO)C1=CC=CC=C1)C(=O)O